(R)-9-chloro-8-fluoro-N-methyl-5,6-dihydro-4H-pyrrolo[3,2,1-ij]quinolin-5-amine ClC1=C(C=C2C[C@H](CN3C2=C1C=C3)NC)F